COC1=CC(=C(C=C1)N1C(=NC2=CC=C(C=C2C1=O)C#N)NC=1C=NC=CC1)C 3-(4-methoxy-2-methylphenyl)-4-oxo-2-(pyridin-3-ylamino)-3,4-dihydroquinazoline-6-carbonitrile